4-[(2-Phenylethyl)amino]butan-1-ol C1(=CC=CC=C1)CCNCCCCO